ClC1=C2C(=NN(C2=CC=C1)S(=O)(=O)C1=CC=C(C=C1)C)N1[C@H](CC(C1)(F)F)C=O (2R)-1-[4-chloro-1-(p-tolyl-sulfonyl)indazol-3-yl]-4,4-difluoro-pyrrolidine-2-carbaldehyde